3,3-dimethyl-butyric acid CC(CC(=O)O)(C)C